C(C)(C)(C)C=1C=CC(=C(C1)S(=O)(=O)NC(=O)C1=NC2=C(C=CC(=C2C=C1)C1=NSC=C1)C)OC N-((5-(tert-butyl)-2-methoxyphenyl)sulfonyl)-5-(isothiazol-3-yl)-8-methylquinoline-2-carboxamide